C(=O)O.COC1=CC=2C3=C(C(=NC2C=C1OCCCN1CCCC1)N)CCC3 8-methoxy-7-[3-(pyrrolidin-1-yl)propoxy]-1H,2H,3H-cyclopenta[c]quinolin-4-amine formate